3-({2-Chloro-4-[(furan-2-ylmethyl)amino]-7-methoxyquinazolin-6-yl}oxy)propanoic acid methyl ester COC(CCOC=1C=C2C(=NC(=NC2=CC1OC)Cl)NCC=1OC=CC1)=O